N-(3-methylpyridin-2-yl)pyrazolo[1,5-a]-pyrimidine-3-carboxamide CC=1C(=NC=CC1)NC(=O)C=1C=NN2C1N=CC=C2